C1(=CC=C(C=C1)CN1CC2N(CC1)C(CN(C2=O)CC2=CC=CC=C2)=O)C2=CC=CC=C2 2-([1,1'-biphenyl]-4-ylmethyl)-8-benzylhexahydro-2H-pyrazino[1,2-a]pyrazine-6,9-dione